C(C)(C)(C)OC(=O)N1[C@@H](CCC1)C(=O)N1C=NC=C1 (S)-2-(1H-imidazole-1-carbonyl)pyrrolidine-1-carboxylic acid tert-butyl ester